6-[[2-chloro-4-[[5-[6-(dimethylamino)-2,5-difluoro-3-pyridinyl]-1-methyl-imidazole-2-carbonyl]amino]benzoyl]amino]hexyl-trimethyl-ammonium ClC1=C(C(=O)NCCCCCC[N+](C)(C)C)C=CC(=C1)NC(=O)C=1N(C(=CN1)C=1C(=NC(=C(C1)F)N(C)C)F)C